4-[4-[[3-[1-(cyanomethyl)-3-(trifluoromethyl)pyrazol-4-yl]imidazo[1,2-a]pyrazin-8-yl]amino]-2-methylbenzoyl]-N-[(3S,4S)-4-hydroxypyrrolidin-3-yl]piperazine-1-carboxamide formate C(=O)O.C(#N)CN1N=C(C(=C1)C1=CN=C2N1C=CN=C2NC2=CC(=C(C(=O)N1CCN(CC1)C(=O)N[C@H]1CNC[C@@H]1O)C=C2)C)C(F)(F)F